6-(4-(2-(4-((1r,3r)-3-((tert-butoxycarbonyl)amino)cyclobutoxy)phenyl)propan-2-yl)phenoxy)nicotinic acid C(C)(C)(C)OC(=O)NC1CC(C1)OC1=CC=C(C=C1)C(C)(C)C1=CC=C(OC2=NC=C(C(=O)O)C=C2)C=C1